2,8-dimethyl-6-(((S)-tetrahydrofurane-3-yl)oxy)furo[2,3-h]quinazolin-4-amine CC1=NC2=C3C(=C(C=C2C(=N1)N)O[C@@H]1COCC1)OC(=C3)C